The molecule is an aryl sulfate that is dopamine in which the phenolic hydrogen at position 3 has been replaced by a sulfo group. It has a role as a human blood serum metabolite and a human urinary metabolite. It is a member of phenols, a primary amino compound and an aryl sulfate. It derives from a dopamine. It is a tautomer of a dopamine 3-O-sulfate zwitterion. C1=CC(=C(C=C1CCN)OS(=O)(=O)O)O